dimethyl-5,6,7,8-tetrahydro-4H-pyrazolo[1,5-a][1,4]diazepine-2-carboxamide CC1C=2N(CCCN1)N=C(C2C)C(=O)N